8-oxo-2,2,14,14-tetramethyl-pentadecane O=C(CCCCCC(C)(C)C)CCCCCC(C)(C)C